N-(3-((diethylamino)methyl)-1,2,4-thiadiazol-5-yl)-5-(3-methoxyphenyl)-2-methyl-thiophene-3-carboxamide C(C)N(CC)CC1=NSC(=N1)NC(=O)C1=C(SC(=C1)C1=CC(=CC=C1)OC)C